CN(C=1C=2CCN(CC2C=CC1)C=1C=NC(=NC1)C1=NC=CC=N1)C N,N-dimethyl-2-(2-pyrimidin-2-ylpyrimidin-5-yl)-3,4-dihydro-1H-isoquinolin-5-amine